O-(7-Azabenzotriazole-1-yl)-N,N,N',N'-tetramethyluronium hexafluorophosphate F[P-](F)(F)(F)(F)F.N1(N=NC2=C1N=CC=C2)OC(=[N+](C)C)N(C)C